(2S)-4-(2-chloro-6-((1-(methoxycarbonyl)-1,2,3,4-tetrahydronaphthalen-1-yl)methyl)-5-nitro Pyrimidine-4-yl)-2-(cyanomethyl)piperazine-1-carboxylate ClC1=NC(=C(C(=N1)N1C[C@@H](N(CC1)C(=O)[O-])CC#N)[N+](=O)[O-])CC1(CCCC2=CC=CC=C12)C(=O)OC